2-((3'-(4-cyano-2-fluorobenzyloxy)-3-fluorobiphenyl-4-yl)methyl)-1-(furan-2-ylmethyl)-1H-benzo[d]imidazole-6-carboxylic acid C(#N)C1=CC(=C(COC=2C=C(C=CC2)C2=CC(=C(C=C2)CC2=NC3=C(N2CC=2OC=CC2)C=C(C=C3)C(=O)O)F)C=C1)F